7-chloro-1-(2-chlorophenyl)-5-fluoro-4-(methylamino)quinazolin-2(1H)-one ClC1=CC(=C2C(=NC(N(C2=C1)C1=C(C=CC=C1)Cl)=O)NC)F